CN1CCN(CC1)CCC(=O)OC[C@@H]1CC2N(CCC3=CC(=C(C=C23)OC)OC)C[C@H]1CC(C)C [(2R,3S,1bR)-9,10-dimethoxy-3-(2-methylpropyl)-1H,2H,3H,4H,6H,7H,11bH-pyrido[2,1-a]isoquinolin-2-yl]methyl 3-(4-methylpiperazin-1-yl)propanoate